Amino dimethylisophthalate CC1=CC(=C(C=C1C(=O)ON)C(=O)[O-])C